ethyl-7-bromo-4-chloroquinoline-3-carboxylate C(C)OC(=O)C=1C=NC2=CC(=CC=C2C1Cl)Br